3-(alpha-acetonylbenzyl)-4-hydroxycoumarin sodium salt [Na].C(C(=O)C)C(C1=CC=CC=C1)C=1C(OC2=CC=CC=C2C1O)=O